ClC1=C(C=C(C=C1)CN1N=NC(=C1)C1=C(N=C2N1C=CC=C2)C2=CC=C(C=C2)Cl)CN (2-Chloro-5-((4-(2-(4-chlorophenyl)imidazo[1,2-a]pyridin-3-yl)-1H-1,2,3-triazol-1-yl)methyl)phenyl)methanamine